CC(CCCCCCCCCCCCCCC)O heptadecan-2-ol